FC(CC[Si](O[Si](CCC(F)(F)F)(C)C)(C)C)(F)F 1,3-bis(trifluoropropyl)tetramethyldisiloxane